5-(3-carboxy-2,5-dihydroxybenzoylamino)picolinic acid C(=O)(O)C=1C(=C(C(=O)NC=2C=CC(=NC2)C(=O)O)C=C(C1)O)O